FC1=C(CN2N=C(N=N2)C2=CC=CC(=N2)C(CS(=O)(=O)N)(C)O)C=C(C=C1)F 2-(6-(2-(2,5-difluorobenzyl)-2H-tetrazol-5-yl)pyridin-2-yl)-2-hydroxypropane-1-sulfonamide